Cl.C(C)OC(CC1CC2(C1)CC(C2)N)=O (Ra)-2-(6-aminospiro[3.3]heptane-2-yl)acetic acid ethyl ester hydrochloride